N[C@@H](CCC(=O)O)C(=O)O GLUTAMIC ACID